C1(=CC=CC=C1)C1=CC=CC=2NN=NC21 phenyl-benzotriazole